N,N-dimethyl-2-((5-nitropyridin-2-yl)oxy)ethan-1-amine CN(CCOC1=NC=C(C=C1)[N+](=O)[O-])C